The molecule is a trans-3-enoyl-CoA(4-) arising from deprotonation of the phosphate and diphosphate OH groups of (3E)-nonenoyl-CoA major species at pH 7.3. It is a trans-3-enoyl-CoA(4-), a monounsaturated fatty acyl-CoA(4-) and a medium-chain fatty acyl-CoA(4-). It is a conjugate base of a (3E)-nonenoyl-CoA. CCCCC/C=C/CC(=O)SCCNC(=O)CCNC(=O)[C@@H](C(C)(C)COP(=O)([O-])OP(=O)([O-])OC[C@@H]1[C@H]([C@H]([C@@H](O1)N2C=NC3=C(N=CN=C32)N)O)OP(=O)([O-])[O-])O